N-(1-(2,4-bis(trifluoromethyl)benzyl)-1H-pyrazol-4-yl)-5-(pyrimidin-2-yl)isoxazole-3-carboxamide FC(C1=C(CN2N=CC(=C2)NC(=O)C2=NOC(=C2)C2=NC=CC=N2)C=CC(=C1)C(F)(F)F)(F)F